dithiazole-5-thione S1SN=CC1=S